ClC1=C(C=C2C(=CNC2=C1F)C=1C=NN(C1)C1OCCCC1)OC 6-chloro-7-fluoro-5-methoxy-3-(1-(tetrahydro-2H-pyran-2-yl)-1H-pyrazol-4-yl)-1H-indole